5-((1S,2R)-1-(6-chloro-3,4-dimethyl-1,1-dioxido-3,4-dihydro-2H-benzo[e][1,2,4]thiadiazin-2-yl)-2-(6-fluoro-2,3-dimethylphenyl)propyl)-1,3,4-oxadiazol-2(3H)-one ClC=1C=CC2=C(N(C(N(S2(=O)=O)[C@@H]([C@H](C)C2=C(C(=CC=C2F)C)C)C2=NNC(O2)=O)C)C)C1